BrC=1C(=NC(=CC1)OC)S(=O)(=O)NC(C)(C)C 3-bromo-N-tert-butyl-6-methoxy-pyridine-2-sulfonamide